2-Methoxy-4-(4-methoxy-3-nitrophenoxy)-1-(trifluoro-methyl)benzene COC1=C(C=CC(=C1)OC1=CC(=C(C=C1)OC)[N+](=O)[O-])C(F)(F)F